CC1=C(C=C(C(=O)NC=2N=C3N(C2)C(CC3)C)C=C1)C#CC=1C=NC=CC1 4-methyl-N-(5-methyl-6,7-dihydro-5H-pyrrolo[1,2-a]imidazol-2-yl)-3-[2-(3-pyridinyl)ethynyl]benzamide